C(C)OC1=CC(=C(C#N)C=C1)N1CCNCC1 4-ethoxy-2-(piperazin-1-yl)benzonitrile